Cl.C(N)(=N)NCCC(=O)O guanyl-beta-alanine hydrochloride